phenyl (2-ethylhexyl) phosphite P(OC1=CC=CC=C1)(OCC(CCCC)CC)[O-]